3-[(2,5-dichloro-4-ethoxybenzyl)sulfonyl]-4,5-dihydro-5,5-dimethyl-1,2-oxazole ClC1=C(CS(=O)(=O)C2=NOC(C2)(C)C)C=C(C(=C1)OCC)Cl